FC1=CC=C(C=C1)N1C2=NC=3C=NNC3N=C2C(=C1C(C)C)C1=CC=C(C(=O)O)C=C1 4-[10-(4-fluorophenyl)-11-isopropyl-2,4,5,8,10-pentazatricyclo[7.3.0.03,7]dodeca-1,3(7),5,8,11-pentaen-12-yl]benzoic Acid